COC(C(=C)C)=O.O water Methyl-methacrylate